6-((4-((2-Ethyl-4-phenylthiazol-5-yl)oxy)pyrimidin-2-yl)amino)nicotinamide C(C)C=1SC(=C(N1)C1=CC=CC=C1)OC1=NC(=NC=C1)NC1=NC=C(C(=O)N)C=C1